N-(6-bromo-8,9-dihydroimidazo[1',2':1,6]pyrido[2,3]pyrimidin-2-yl)thiazol-2-amine BrC1=CC2=C(CN(C=N2)NC=2SC=CN2)N2C1=NCC2